CCCC(=O)OOC(=O)C1N=N1 Ethyl azoacetate